C(C=C)(=O)N1[C@@H](CCCC1)C1=NC(=C2N1C=CN=C2N)C2=CC=C(C(=O)NC1=NC=CC=C1)C=C2 (S)-4-(3-(1-acryloylpiperidin-2-yl)-8-aminoimidazo[1,5-a]pyrazin-1-yl)-N-(pyridine-2-yl)benzamide